C(C)(=O)OC[C@@H]1O[C@@H]([C@H]([C@@H]([C@H]1O[C@H]1O[C@@H]([C@H]([C@@H]([C@@H]1OC(C)=O)OC(C)=O)OC(C)=O)COC(C)=O)OC(C)=O)OC(C)=O)OC1=CC=C(C=C1)\C=C\C(C1=CC=CC=C1)=O [(2S,3S,4R,5S,6R)-4,5-Diacetyloxy-6-[4-[(E)-3-oxo-3-phenylprop-1-enyl]phenoxy]-3-[(2R,3S,4S,5R,6R)-3,4,5-triacetyloxy-6-(acetyloxymethyl)oxan-2-yl]oxyoxan-2-yl]methyl acetate